C(CCCCCCCCCCCCC)OS(=O)(=O)CCCCCCCCCCCF tetradecylfluoroundecyl-sulfonate